O-methoxybenzoic acid COOC(C1=CC=CC=C1)=O